2,2'-(3,3'-dimethylbiphenyl-4,4'-diyl)bis(4,5-diphenyl-2H-1,2,3-triazole) CC=1C=C(C=CC1N1N=C(C(=N1)C1=CC=CC=C1)C1=CC=CC=C1)C1=CC(=C(C=C1)N1N=C(C(=N1)C1=CC=CC=C1)C1=CC=CC=C1)C